C(C)C(COP(O)(O)=O)CCCC phosphoric acid mono(2-ethylhexyl) ester